N-[6-[4-(hydroxymethyl)phenyl]-2-methoxy-3-pyridyl]-5-methyl-3-phenyl-isoxazole-4-carboxamide OCC1=CC=C(C=C1)C1=CC=C(C(=N1)OC)NC(=O)C=1C(=NOC1C)C1=CC=CC=C1